6,8-Dibromo-2-ethyl-1,4-dihydroisoquinolin-3(2H)-one BrC=1C=C2CC(N(CC2=C(C1)Br)CC)=O